C1(=C(C=CC=C1)NC(=S)N[C@@H](C(C)C)C(=O)O)C tolylaminothiocarbonyl-valine